CC1=NN=C(S1)C1=CC=CC(=N1)N1CCN(CC1)CC1=CC=C(CC=2C=3C4=C(C(N(C4=CC2)[C@@H]2C(NC(CC2)=O)=O)=O)C=CC3)C=C1 (S)-3-(6-(4-((4-(6-(5-methyl-1,3,4-thiadiazol-2-yl)pyridin-2-yl)piperazin-1-yl)methyl)benzyl)-2-oxobenzo[cd]indol-1(2H)-yl)piperidine-2,6-dione